3-(2-chloro-3-(5-fluoro-6-(3-methyl-2-oxotetrahydropyrimidin-1(2H)-yl)pyridin-3-yl)phenyl)piperidine-2,6-dione ClC1=C(C=CC=C1C=1C=NC(=C(C1)F)N1C(N(CCC1)C)=O)C1C(NC(CC1)=O)=O